C(=CC)C1=C(C=CC(=C1)C1=CC=CC=C1)C(=O)C1=C(O)C=CC=C1O 2-propenyl-4,6-biphenylformyl-resorcinol